5-chloro-N2-(4-((trans)-2,6-dicyclopropyl-1,2,3,6-tetrahydropyridin-4-yl)-2-isopropoxy-5-methylphenyl)-N4-(2-(isopropylsulfonyl)phenyl)pyrimidine-2,4-diamine ClC=1C(=NC(=NC1)NC1=C(C=C(C(=C1)C)C=1C[C@@H](N[C@H](C1)C1CC1)C1CC1)OC(C)C)NC1=C(C=CC=C1)S(=O)(=O)C(C)C